ClC1=C(C=2C(=NC=CC2OC2=CC(=C(N)C=C2)C)N1COCC[Si](C)(C)C)Cl 4-((2,3-dichloro-1-((2-(trimethyl-silyl)ethoxy)methyl)-1H-pyrrolo[2,3-b]pyridin-4-yl)oxy)-2-methyl-aniline